C12CNCC(CC1)N2C=2SC=1CN(CCC1N2)C(CC2=C(C=CC=C2)OC)=O 1-(2-(3,8-diazabicyclo[3.2.1]octan-8-yl)-6,7-dihydrothiazolo[5,4-c]pyridin-5(4H)-yl)-2-(2-methoxyphenyl)ethan-1-one